potassium indolate butyrate C(CCC)(=O)[O-].N1C(=CC2=CC=CC=C12)C(=O)O.[K+]